ClC=1C=CC(=C2C=NN(C(C12)=O)C)C(C=O)C1CC2(CN(C2)CCCC=2C=NNC(C2C)=O)C1 2-(8-chloro-2-methyl-1-oxo-1,2-dihydrophthalazin-5-yl)-2-(2-(3-(5-methyl-6-oxo-1,6-dihydropyridazin-4-yl)propyl)-2-azaspiro[3.3]heptan-6-yl)acetaldehyde